FC(C(=O)O)(F)F.FC(C(=O)O)(F)F.FC(C(=O)O)(F)F.COC(=O)C1CCN(CC1)C(C(CCCC)NC([C@@H](CCC(F)(F)F)NC([C@@H](CC1=CC=CC=C1)N)=O)=O)=O [2-[[(2R)-2-[[(2R)-2-amino-3-phenyl-propionyl]amino]-5,5,5-trifluoro-pentanoyl]amino]hexanoyl]piperidine-4-carboxylic acid methyl ester Tritrifluoroacetate